C(C1=CC=CC=C1)OC1=C(C(=C2C[C@@H](N(C2=C1)C(=O)OC(C)(C)C)CN(CCC1CC1)C(=O)OC(C)(C)C)F)N1S(NC(C1)=O)(=O)=O tert-butyl (2R)-6-(benzyloxy)-2-{[(tert-butoxycarbonyl)(2-cyclopropylethyl)amino]methyl}-4-fluoro-5-(1,1,4-trioxo-1λ6,2,5-thiadiazolidin-2-yl)-2,3-dihydro-1H-indole-1-carboxylate